CC1=C(C=2N(C=C1C1=C(C3=NC(=CC=C3N1)N1[C@@H]3CN([C@H](C1)C3)CC(=O)N)C(C)C)N=CN2)C 2-[(1S,4S)-5-(2-{7,8-dimethyl-[1,2,4]triazolo[1,5-a]pyridin-6-yl}-3-(propan-2-yl)-1H-pyrrolo[3,2-b]pyridin-5-yl)-2,5-diazabicyclo[2.2.1]heptan-2-yl]acetamide